(E)-2-(3-(prop-1-en-1-yl)phenoxy)ethan-1-amine C(=C\C)/C=1C=C(OCCN)C=CC1